7-benzyloxy-3H-phenoxazin-3-one C(C1=CC=CC=C1)OC=1C=C2OC3=CC(C=CC3=NC2=CC1)=O